fructose triphosphate trisodium salt [Na+].[Na+].[Na+].[O-]P([O-])(=O)OP(=O)([O-])OP(=O)(O)O.OCC(=O)[C@@H](O)[C@H](O)[C@H](O)CO